1,3-bis(4-butoxybutyl)imidazolium C(CCC)OCCCCN1C=[N+](C=C1)CCCCOCCCC